C(C)N(C1=CC(=C(C(=O)C2=C(C(=O)N3CCN(CC3)C(=O)C3=C(C=CC=C3)C(=O)C3=C(C=C(C=C3)N(CC)CC)O)C=CC=C2)C=C1)O)CC (2-{4-[2-(4-diethylamino-2-hydroxybenzoyl)-benzoyl]-piperazine-1-carbonyl}-phenyl)-(4-diethylamino-2-hydroxy-phenyl)-methanone